CN(C=1C=2N(C3=CC=C(C=C3N1)C(=O)OC)C=CC2)CCCC(F)(F)F Methyl 4-(methyl(4,4,4-trifluorobutyl)amino)pyrrolo[1,2-a]quinoxaline-7-carboxylate